bis(3,3-dimethyl-4-cyanooxyphenyl)methane CC1(CC(=CC=C1OC#N)CC=1CC(C(=CC1)OC#N)(C)C)C